C(C)(C)(C)OC(=O)N1CCC(CC1)CI 1-tert-butoxycarbonyl-4-iodomethylpiperidine